C(C)N1CCC(CC1)C1=CC=C(C=C1)NC(C1=CN=C(C(=C1)NC1=NC=CC(=N1)C=1C=NC=CC1)C)=O N-[4-(1-Ethyl-piperidin-4-yl)-phenyl]-6-methyl-5-(4-pyridin-3-yl-pyrimidin-2-ylamino)-nicotinamide